(2S,5R)-2-(N-((R)-1-Methylpiperidin-3-yl) carbamimidoyl)-7-oxo-1,6-diazabicyclo[3.2.1]octan-6-yl hydrogen sulfate S(=O)(=O)(ON1[C@@H]2CC[C@H](N(C1=O)C2)C(N[C@H]2CN(CCC2)C)=N)O